ClC1=C(C=CC(=C1)F)C1N=C(NC(=C1C(=O)OC)[C@@H]1CC[C@H](CC1)NS(=O)(=O)C1COC1)C=1SC=CN1 (trans)-Methyl 4-(2-chloro-4-fluorophenyl)-6-(4-(oxetane-3-sulfonamido)cyclohexyl)-2-(thiazol-2-yl)-1,4-dihydropyrimidine-5-carboxylate